COC1=C(C=C(C=C1)C=1C=C(C=NC1)C1=CB(OC1)O)OCCC 4-(5-(4-methoxy-3-propoxyphenyl)pyridin-3-yl)-1,2-oxaborole-2(5H)-ol